COC1=C(C=CC=C1)CCC=O 3-(2-methoxyphenyl)propanal